5,7-dimethoxy-3-(4-(methyl-(piperidin-4-yl)amino)butoxy)-2-(3,4,5-trimethoxyphenyl)-4H-chromene-4-one COC1=C2C(C(=C(OC2=CC(=C1)OC)C1=CC(=C(C(=C1)OC)OC)OC)OCCCCN(C1CCNCC1)C)=O